OCC1=CC=C(COCCC(=O)OCC)C=C1 ethyl 3-(4-(hydroxymethyl) benzyloxy)-propionate